C(C)(=O)OC1=CC=C(C=C1)C(C)O (4-Acetoxyphenyl)ethanol